4-[3-(4-Fluorophenylamino)-2-hydroxypropyl]-1,3-dihydroimidazole-2-thione FC1=CC=C(C=C1)NCC(CC=1NC(NC1)=S)O